N-[6-(2,2-difluoroethoxy)-5-fluoro-2-methoxy-3-pyridyl]-7-methyl-5,6,7,8-tetrahydroimidazo[1,2-a]pyridine-3-sulfonamide FC(COC1=C(C=C(C(=N1)OC)NS(=O)(=O)C1=CN=C2N1CCC(C2)C)F)F